2-(4-oxobenzo[d][1,2,3]triazin-3(4H)-yl)acetamide O=C1C2=C(N=NN1CC(=O)N)C=CC=C2